Dimethylamino-Trimethylsilane CN(C)[Si](C)(C)C